S(=O)(=O)(C1=CC=C(C)C=C1)F tosyl fluoride